dichloro-3,3,3-trifluoropropene ClC(=CC(F)(F)F)Cl